methyl 2-(but-3-yn-1-ylsulfanyl)-[1,1'-biphenyl]-3-carboxylate C(CC#C)SC1=C(C=CC=C1C(=O)OC)C1=CC=CC=C1